ClC=1N=C2C(=NC1NS(=O)(=O)CC1=NC=CC=N1)N(C(=N2)C2=NC(=CC=C2)OCC)C2=C(C=CC=C2OC)OC N-(5-Chloro-1-(2,6-dimethoxyphenyl)-2-(6-ethoxypyridin-2-yl)-1H-imidazo[4,5-b]pyrazin-6-yl)-1-(pyrimidin-2-yl)methanesulfonamide